O=C1NC=C(C2=CC=C(C=C12)C(=O)O)C1=C(C=CC=C1)C 1-oxo-4-(o-tolyl)-1,2-dihydroisoquinoline-7-carboxylic acid